ClC1=C(C=C(N=N1)N[C@@H]1[C@@](CCCC1)(O)C)C (1R,2S)-2-((6-chloro-5-methylpyridazin-3-yl)amino)-1-methylcyclohexane-1-ol